C=1(C(=CC=CC1)C)C.[Na] Sodium xylene